N-2,2,2-trifluoroethyl-2-[2-(2-{[(S)-3-methyl-1-piperidyl]methyl}-4-cyclopropyl-7-oxo-1,6-dihydro-1,6-diaza-6-indenyl)-6-cyclopropyl-4-pyridyl]-5-fluorobenzamide FC(CNC(C1=C(C=CC(=C1)F)C1=CC(=NC(=C1)C1CC1)N1C=C(C=2C=C(NC2C1=O)CN1C[C@H](CCC1)C)C1CC1)=O)(F)F